5-methyl-1-((2-(trimethylsilyl)ethoxy)methyl)-1H-indazole-4-carbaldehyde CC1=C(C=2C=NN(C2C=C1)COCC[Si](C)(C)C)C=O